NC1=C(N=C2N1C=CC(=C2C2=C(C(=CC=C2)F)OC)F)C(=O)NCCC 3-Amino-7-fluoro-8-(3-fluoro-2-methoxyphenyl)-N-propylimidazo[1,2-a]pyridine-2-carboxamide